CC1=C(C=CC=C1C)N1CCN(CC1)C(CN1N=C(C2=C1CCC2)C(=O)N2CC(CC2)NC(C)=O)=O N-[1-(1-{2-[4-(2,3-dimethylphenyl)piperazin-1-yl]-2-oxoethyl}-1,4,5,6-tetrahydrocyclopenta[c]pyrazole-3-carbonyl)pyrrolidin-3-yl]acetamide